C(#N)C1=CC=C(C=C1)N1C=NC2=C1C=CC(=C2)C(=O)O 1-(4-cyanophenyl)benzimidazole-5-carboxylic acid